N-(4-(8-amino-3-(3-hydroxy-3-methylcyclobutyl)-6-methylimidazo[1,5-a]pyrazin-1-yl)-3-methyl-phenyl)-2-(3-fluorophenyl)-2-hydroxyacetamide NC=1C=2N(C=C(N1)C)C(=NC2C2=C(C=C(C=C2)NC(C(O)C2=CC(=CC=C2)F)=O)C)C2CC(C2)(C)O